8-(2,3,4,5-tetramethoxy-6-methylphenyl)octan-1-ol COC1=C(C(=C(C(=C1OC)OC)OC)C)CCCCCCCCO